docosyl L-alaninate N[C@@H](C)C(=O)OCCCCCCCCCCCCCCCCCCCCCC